[Pt+4].CC1=C(C(=C(C1)C)C)C trimethyl-(methylcyclopentadiene) platinum (IV)